[Sb](=O)#Cl antimonyl-chlorine